O=C1NC(CCC1N1CC2=CC=C(C=C2C1=O)CNC(OCC1CC2(C1)CC(C2)(F)F)=O)=O (6,6-difluorospiro[3.3]heptan-2-yl)methyl ((2-(2,6-dioxopiperidin-3-yl)-3-oxoisoindolin-5-yl)methyl)carbamate